ClC=1C=CC=C2N=CC(=NC12)C=1C=NN(C1)CCCCCCNC1=C2C(N(C(C2=CC=C1)=O)C1C(NC(CC1)=O)=O)=O ((6-(4-(8-chloroquinoxalin-2-yl)-1H-pyrazol-1-yl)hexyl)amino)-2-(2,6-dioxopiperidin-3-yl)isoindoline-1,3-dione